C(CCCCCCCCCCCCC)(=O)OC[C@@H](OO)COP(=O)([O-])OCC[N+](C)(C)C 1-Tetradecanoyl-2-hydroxy-sn-glycero-3-phosphocholin